O=C1NC(CCC1C1=NN(C2=CC(=CC=C12)OCC(=O)NCC1=CN(C2=CC=CC=C12)C)C)=O 2-((3-(2,6-dioxopiperidin-3-yl)-1-methyl-1H-indazol-6-yl)oxy)-N-((1-methyl-1H-indol-3-yl)methyl)acetamide